NC1=C2C(=NC=N1)N(N=C2C=2C=CC1=C(N=C(O1)N)C2)CCCCNC(OC(C)(C)C)=O tert-butyl (4-(4-amino-3-(2-aminobenzo[d]oxazol-5-yl)-1H-pyrazolo[3,4-d]pyrimidin-1-yl)butyl)carbamate